C(=N)(NN)NN carbonimidic dihydrazide